3-(pyrimidin-2-yl)azetidine-1-carboxamide N1=C(N=CC=C1)C1CN(C1)C(=O)N